2-(6-((5-(5-(difluoromethyl)-1,3,4-oxadiazol-2-yl)pyrimidin-2-yl)amino)-4-(pyridin-2-yl)-1H-benzo[d]imidazol-1-yl)ethan-1-ol FC(C1=NN=C(O1)C=1C=NC(=NC1)NC=1C=C(C2=C(N(C=N2)CCO)C1)C1=NC=CC=C1)F